N-(tert-butoxycarbonyl)pyroglutamic acid ethyl ester C(C)OC([C@H]1N(C(CC1)=O)C(=O)OC(C)(C)C)=O